CC(C(=O)OC1C(OC(CCOC(C1CC1=CC=CC=C1)=O)=O)C)C 6-methyl-4,9-dioxo-8-(phenylmethyl)-1,5-dioxacyclononan-7-yl 2-methylpropionate